COC=1C=C2C(=NC=NC2=CC1OC)N1N=C(N=C1N)NC=1C=C2C(=NC1)CCCC1(OCCO1)C2 1-(6,7-dimethoxy-quinazolin-4-yl)-N3-(5,7,8,9-tetrahydrospiro[cyclohepta[b]pyridine-6,2'-[1,3]dioxolane]-3-yl)-1H-1,2,4-triazole-3,5-diamine